ClC1=CC(=C(OC2=CC=C(C=C2)C2=C(C(=NN2C)C(F)F)C(=O)NN)C=C1)C (4-(4-chloro-2-methylphenoxy)phenyl)-3-(difluoromethyl)-1-methyl-1H-pyrazole-4-hydrazide